CC1=C(C=2N(N=C1N1C(C=3C=C(C=NC3CC1([2H])[2H])NC1=C(C=NC=C1)F)([2H])[2H])C=NN2)C 6-(7,8-dimethyl-[1,2,4]triazolo[4,3-b]pyridazin-6-yl)-N-(3-fluoropyridin-4-yl)-5,6,7,8-tetrahydro-1,6-naphthyridin-5,5,7,7-d4-3-amine